BrC1=CC=C(C=C1)N1C=NN(C1=O)CSC1=CC(=C(OCCC(C(=O)OCC)(C)C)C=C1)F Ethyl 2-(4-(((4-(4-bromophenyl)-5-oxo-4,5-dihydro-1H-1,2,4-triazol-1-yl)methyl)thio)-2-fluorophenoxy)ethyl-2-methylpropionate